2-[2-[(3S)-1,1-dioxothiolan-3-yl]pyrazolo[3,4-b]pyrazin-6-yl]-3-methyl-5-(trifluoromethyl)phenol O=S1(C[C@H](CC1)N1N=C2N=C(C=NC2=C1)C1=C(C=C(C=C1C)C(F)(F)F)O)=O